S(=O)(=O)([O-])OOS(=O)(=O)[O-].[Na+].[Na+] Natrium peroxydisulfat